CSC1=NN2C(C(=N1)NCC1=NN=C(N1)C1=CC=C(C=C1)OC(F)(F)F)=NC=C2C(F)(F)F 2-(methylsulfanyl)-N-({5-[4-(trifluoromethoxy)phenyl]-4H-1,2,4-triazol-3-yl}methyl)-7-(trifluoromethyl)imidazo[2,1-f][1,2,4]triazin-4-amine